The molecule is an iodobenzoate with a single iodo substituent placed at the 2-position. It is an iodobenzoate and a 2-halobenzoate. It is a conjugate base of a 2-iodobenzoic acid. C1=CC=C(C(=C1)C(=O)[O-])I